N-(1-(2-(difluoromethoxy)-5-fluorophenyl)ethyl)-3-(1H-pyrazol-4-yl)pyrazolo[1,5-a]pyrimidin-5-amine FC(OC1=C(C=C(C=C1)F)C(C)NC1=NC=2N(C=C1)N=CC2C=2C=NNC2)F